N1(CCC1)C1=NC(=C(C(=C1C#N)C1=CC=C(C=C1)OC1COC1)C#N)OCC1COC1 2-(azetidin-1-yl)-6-(oxetan-3-ylmethoxy)-4-(4-(oxetan-3-yloxy)phenyl)pyridine-3,5-dicarbonitrile